N-(4-chloro-3-fluorophenyl)-N-{4-[2-(2,6-dichlorophenyl)acetamido]pyridin-2-yl}acetamide ClC1=C(C=C(C=C1)N(C(C)=O)C1=NC=CC(=C1)NC(CC1=C(C=CC=C1Cl)Cl)=O)F